1-(5-tert-butyl-isoxazol-3-yl)-3-(4-{5-[3-(4-methyl-piperazin-1-yl)-propoxy]-benzoimidazol-1-yl}-phenyl)-urea C(C)(C)(C)C1=CC(=NO1)NC(=O)NC1=CC=C(C=C1)N1C=NC2=C1C=CC(=C2)OCCCN2CCN(CC2)C